FC(C=1C=C(C=C(C1)C(F)(F)F)[C@@H]1C([C@H]1C(=O)O)(Cl)Cl)(F)F |r| trans-rac-3-(3,5-bis(trifluoromethyl)phenyl)-2,2-dichlorocyclopropane-1-carboxylic acid